CC1=C(C=2N(C=C1C=1NC3=CC=C(C=C3C1C(C)C)C1OCCN(C1)CC(=O)N(C)C)N=CN2)C 2-(2-(2-(7,8-dimethyl-[1,2,4]triazolo[1,5-a]pyridin-6-yl)-3-isopropyl-1H-indol-5-yl)morpholino)-N,N-dimethylacetamide